N1(CCC1)C[C@H]([C@H](O)C1=CC2=C(OCCO2)C(=C1)F)NC(=O)[C@@H]1CN(CC1)C1=CC2=CC=C(C=C2C=C1)F (S)-N-((1R,2R)-3-(azetidin-1-yl)-1-(8-fluoro-2,3-dihydrobenzo[b][1,4]dioxin-6-yl)-1-hydroxypropan-2-yl)-1-(6-fluoronaphthalen-2-yl)pyrrolidine-3-carboxamide